ClC1=CC=CC(=N1)C1=NC(=NC(=N1)NC1=CC(=NC=C1)Cl)NC(C)C 6-(6-chloropyridin-2-yl)-N2-(2-chloropyridin-4-yl)-N4-isopropyl-1,3,5-triazine-2,4-diamine